CNC=1NC(C=2NC=NC2N1)=O N2-methyl-guanine